C(C)O[Si](OCCOCCOCCOCCOCCOCCCCCCCCCCCCC)(OCCOCCOCCOCCOCCOCCCCCCCCCCCCC)CCCS ethoxy(3-mercaptopropyl)bis(3,6,9,12,15-pentaoxaoctacos-1-yloxy)silane